(E)-3-(2-bromophenyl)-2-phenyl-N-(p-tolyl)acrylamide BrC1=C(C=CC=C1)/C=C(/C(=O)NC1=CC=C(C=C1)C)\C1=CC=CC=C1